ClC1=CC=C(C=C1)SC1CN(C1)C=1C(=C(C(=O)OC)C=CC1)N1C=CC=C1 Methyl 3-(3-((4-chlorophenyl)thio)azetidin-1-yl)-2-(1H-pyrrol-1-yl)benzoate